N-(6-(1,1-dioxido-4-oxo-1,2,5-thiadiazolidin-2-yl)-5-fluoro-7-hydroxynaphthalen-2-yl)-3-(4-(((2-(2,6-dioxopiperidin-3-yl)-1-oxoisoindolin-4-yl)oxy)methyl)-1H-pyrazol-1-yl)propanamide O=S1(N(CC(N1)=O)C=1C(=C2C=CC(=CC2=CC1O)NC(CCN1N=CC(=C1)COC1=C2CN(C(C2=CC=C1)=O)C1C(NC(CC1)=O)=O)=O)F)=O